FC=1C=C(C=CC1)[C@H](CNCC1CCC(CC1)NC(C)=O)O N-((1R,4r)-4-((((R)-2-(3-Fluorophenyl)-2-hydroxyethyl)amino)methyl)-cyclohexyl)acetamide